3-(5-((4-(4-chloro-3-fluoropyridin-2-yl)piperazin-1-yl)methyl)-1-oxoisoindolin-2-yl)piperidine-2,6-dione ClC1=C(C(=NC=C1)N1CCN(CC1)CC=1C=C2CN(C(C2=CC1)=O)C1C(NC(CC1)=O)=O)F